BrN1C2(N3C(=C(C=CC3=O)C)C1=O)CCCCC2 bromo-8'-methyl-2'H-spiro[cyclohexane-1,3'-imidazo[1,5-a]pyridine]-1',5'-dione